racemic-6-(2,6-dimethylphenyl)-10-{4-[1-(trifluoromethyl)cyclopropyl]phenyl}-9-oxa-2λ6-thia-3,5,12,19-tetraazatricyclo[12.3.1.14,8]nonadeca-1(18),4(19),5,7,14,16-hexaene-2,2,13-trione CC1=C(C(=CC=C1)C)C1=NC=2NS(C=3C=CC=C(C(NC[C@H](OC(=C1)N2)C2=CC=C(C=C2)C2(CC2)C(F)(F)F)=O)C3)(=O)=O |r|